((3R,4R)-4-fluoro-1-(1-((5-methoxypyridin-2-yl)methyl)-1H-benzo[d]imidazol-2-yl)piperidin-3-yl)carbamic acid tert-butyl ester C(C)(C)(C)OC(N[C@@H]1CN(CC[C@H]1F)C1=NC2=C(N1CC1=NC=C(C=C1)OC)C=CC=C2)=O